tert-Butyl (4-((S)-2-((4-(6-((2S,6R)-2,6-dimethylmorpholino)pyridin-2-yl)thiazol-2-yl)carbamoyl)azetidine-1-carbonyl)phenyl)carbamate C[C@@H]1O[C@@H](CN(C1)C1=CC=CC(=N1)C=1N=C(SC1)NC(=O)[C@H]1N(CC1)C(=O)C1=CC=C(C=C1)NC(OC(C)(C)C)=O)C